C1=NC=CC2=CC=CC(=C12)C1=NNC(=C1C#CC1=CC(=CC=C1)S(N)(=O)=O)C 3-(Isoquinolin-8-yl)-4-(3-sulfamoylphenylethynyl)-5-methyl-1H-pyrazole